N-(6-(3-(3-(3-Bromophenyl)ureido)-4-fluorophenoxy)benzo[d]thiazol-2-yl)cyclopropanecarboxamide BrC=1C=C(C=CC1)NC(NC=1C=C(OC2=CC3=C(N=C(S3)NC(=O)C3CC3)C=C2)C=CC1F)=O